thieno[3,4-b]thiophene S1C=2C(C=C1)=CSC2